neodymium hexyl-(hexylphosphonic acid) C(CCCCC)CCCCCCP(O)(O)=O.[Nd]